OC=1C=C(C2=CC=CC=C2C1)C1=CC=C2C(=NC(=NC2=C1)OC[C@H]1N(CCC1)C)N1[C@H]2CN(C[C@@H]1CC2)C(N)=N (1R,5S)-8-(7-(3-hydroxynaphthalen-1-yl)-2-(((S)-1-methylpyrrolidin-2-yl)methoxy)quinazolin-4-yl)-3,8-diazabicyclo[3.2.1]octane-3-carboximidamide